methyl 2-(4-((2,3-dihydrobenzo[b][1,4]dioxin-2-yl)methyl)piperazin-1-yl)benzoate O1C2=C(OCC1CN1CCN(CC1)C1=C(C(=O)OC)C=CC=C1)C=CC=C2